(2-(1-ethyl-1H-indol-2-yl)-1-methyl-1H-benzo[d]imidazol-5-yl)methanon C(C)N1C(=CC2=CC=CC=C12)C1=NC2=C(N1C)C=CC(=C2)C=O